CS(=O)(=O)N1CCC(CC1)NC1=NC=C(C=N1)C#N ((1-(methylsulfonyl)piperidin-4-yl)amino)pyrimidine-5-carbonitrile